7-[[5-[3-[[cyclopropyl(meth-yl)amino]meth-yl]-3-hydroxy-1-piperidyl]-2-pyridyl]amino]-4-(7-fluoro-imidazo[1,2-a]pyridin-3-yl)isoindolin-1-one C1(CC1)N(C)CC1(CN(CCC1)C=1C=CC(=NC1)NC=1C=CC(=C2CNC(C12)=O)C1=CN=C2N1C=CC(=C2)F)O